4-Ethyl-3-(4-methoxyphenyl)-1,14-dioxadispiro[4.1.57.25]tetradec-3-en-2-on C(C)C1=C(C(OC12CC1(CCCCC1)CO2)=O)C2=CC=C(C=C2)OC